C12CN(CC(CC1)N2)C=2OC1=C(N2)C(=CC=C1C1=NC(=NS1)C)OC(C(C)(O)C)(F)F 1-((2-(3,8-diazabicyclo[3.2.1]octan-3-yl)-7-(3-methyl-1,2,4-thiadiazol-5-yl)benzo[d]oxazol-4-yl)oxy)-1,1-difluoro-2-methylpropan-2-ol